1,1'-(3,3',5,5'-tetramethyl[1,1'-biphenyl]-4,4'-diyl)bis{4-amino-3-[(E)-diazenyl]naphthalene-1-carboxylic acid} CC=1C=C(C=C(C1C1(CC(=C(C2=CC=CC=C12)N)\N=N\[H])C(=O)O)C)C1=CC(=C(C(=C1)C)C1(CC(=C(C2=CC=CC=C12)N)\N=N\[H])C(=O)O)C